OCCN(C(=O)NCCC)CCO N,N-bis(2-hydroxyethyl)-N'-propylurea